C(CC)(=O)OCC(CN1CCC(CC1)NC1=C2C=C(N(C2=CC=C1)CC(F)(F)F)C#CCNC1=C(C=C(C=C1)S(=O)(=O)C)OC)OC(CC)=O 3-(4-((2-(3-((2-methoxy-4-(methylsulfonyl)phenyl)amino)prop-1-yn-1-yl)-1-(2,2,2-trifluoroethyl)-1H-indol-4-yl)amino)piperidin-1-yl)propane-1,2-diyl dipropionate